ClC1=CC=C(CN2N=C3C4=C(CCC3=C2)OC(=C4C)C(=O)NC(C)(C)C#N)C=C1 2-(4-chlorobenzyl)-N-(2-cyanopropan-2-yl)-8-methyl-4,5-dihydro-2H-furo[2,3-g]indazole-7-carboxamide